OCC1CN(C1)C=1SC2=C(N1)C=C(C=C2)C(=O)OC Methyl 2-[3-(hydroxymethyl)azetidin-1-yl]-1,3-benzothiazole-5-carboxylate